O1CCN(CC1)C1=CC=2N(C(=N1)OC1CCC(CC1)NC1(NC=CN=C1)C#N)N=CN2 2-(((1s,4s)-4-((7-morpholino-[1,2,4]triazolo[1,5-c]pyrimidin-5-yl)oxy)cyclohexyl)amino)pyrazine-2-carbonitrile